ethylmercaptoiodine C(C)SI